tert-butyl 4-(cyanoacetyl)piperidine-1-carboxylate C(#N)CC(=O)C1CCN(CC1)C(=O)OC(C)(C)C